4-(5-((2-chlorophenyl)amino)-1H-pyrazolo[4,3-b]pyridin-1-yl)-N-(1,3-dihydroxypropan-2-yl)thiophene-2-carboxamide ClC1=C(C=CC=C1)NC1=CC=C2C(=N1)C=NN2C=2C=C(SC2)C(=O)NC(CO)CO